tert-butyl (3aR,6aS)-5-(4-(5-(2-((tert-butoxycarbonyl)amino)pyridin-4-yl)-2-methyl-3H-imidazo[4,5-b]pyridin-3-yl)-2-fluorophenyl)hexahydropyrrolo[3,4-c]pyrrole-2(1H)-carboxylate C(C)(C)(C)OC(=O)NC1=NC=CC(=C1)C1=CC=C2C(=N1)N(C(=N2)C)C2=CC(=C(C=C2)N2C[C@@H]1[C@H](C2)CN(C1)C(=O)OC(C)(C)C)F